CC1=CC=C(C(=O)OC[C@]2(O[C@H](C[C@@H]2OC(C2=CC=C(C=C2)C)=O)N2C(N=C(C(=C2)F)O)=O)C#C)C=C1 [(2R,3S,5R)-2-ethynyl-5-(5-fluoro-4-hydroxy-2-oxo-pyrimidin-1-yl)-3-(4-methylbenzoyl)oxy-tetrahydrofuran-2-yl]methyl 4-methylbenzoate